FC=1C=C(C(=O)NC2=CC=C(C=C2)C=2OC(=NN2)C2=CC=CC=C2)C=C(C1)C 3-fluoro-5-methyl-N-[4-(5-phenyl-1,3,4-oxadiazol-2-yl)phenyl]benzamide